N-[2-[[[2-methoxy-6-[(2-methyl[1,1-biphenyl]-3-yl)methoxy]-3-pyridinyl]methyl]amino]ethyl]-acetamide COC1=NC(=CC=C1CNCCNC(C)=O)OCC=1C(=C(C=CC1)C1=CC=CC=C1)C